ClC1=C(C(=O)N2COC3=C(C2)C=CC=C3C3=CC(=C(C(=O)O)C=C3F)N3C2COCC3CC2)C(=CC(=C1)N1CC2(C1)OCCCO2)Cl 4-[3-[2,6-dichloro-4-(5,9-dioxa-2-azaspiro[3.5]nonan-2-yl)benzoyl]-2,4-dihydro-1,3-benzoxazin-8-yl]-5-fluoro-2-(3-oxa-8-azabicyclo[3.2.1]octan-8-yl)benzoic acid